2-(tert-butyl) 8-ethyl 6-(1-(tetrahydro-2H-pyran-2-yl)-1H-pyrazole-4-carbonyl)-2,6-diazaspiro[3.4]octane-2,8-dicarboxylate O1C(CCCC1)N1N=CC(=C1)C(=O)N1CC2(CN(C2)C(=O)OC(C)(C)C)C(C1)C(=O)OCC